C(#N)C(C(=O)OCC(C)C)=C i-butyl 2-cyanoacrylate